3,4-Difluoro-5-{6-[methyl(7H-pyrrolo[2,3-d]pyrimidin-4-yl)amino]-2-azaspiro[3.3]heptan-2-carbonyl}benzonitril FC=1C=C(C#N)C=C(C1F)C(=O)N1CC2(C1)CC(C2)N(C=2C1=C(N=CN2)NC=C1)C